4-chloro-1-(4-fluorophenyl)-5-(1-methyl-1H-pyrazol-4-yl)pyridin-2(1H)-one ClC1=CC(N(C=C1C=1C=NN(C1)C)C1=CC=C(C=C1)F)=O